5-(mercaptomethyl)-N,N,2-trimethylbenzenesulfonamide SCC=1C=CC(=C(C1)S(=O)(=O)N(C)C)C